2-Benzoyl-7-isopropyl-1,5-dihydro-4H-benzo[b]azepine-4-One C(C1=CC=CC=C1)(=O)C1=CC(CC2=C(N1)C=CC(=C2)C(C)C)=O